NC1=NC=2C=NC(=CC2C2=C1[C@H](OC2)C)C(=O)N2[C@H](COCC2)C2=CC(=C(C=C2)F)OC(F)(F)F ((3R)-4-amino-3-methyl-1,3-dihydrofuro[3,4-c][1,7]naphthyridin-8-yl)((3S)-3-(4-fluoro-3-(trifluoromethoxy)phenyl)-4-morpholinyl)methanone